FC1=C(C=C(C=C1)NC(=O)C=1N(C=C2C1OC[C@@]1([C@H](NS2(=O)=O)CN(C1)C(=O)OCC)C)C)C (3aS,10aS)-ethyl 8-((4-fluoro-3-methylphenyl)carbamoyl)-7,10a-dimethyl-3a,4,10,10a-tetrahydro-1H,7H-dipyrrolo[3,4-b:3',4'-f][1,4,5]oxathiazocine-2(3H)-carboxylate 5,5-dioxide